FC=1C=CC=C2C(N(C(N(C12)CC1=CC=C(C(=O)NO)C=C1)=O)CCC1=CC=CC=C1)=O 4-((8-fluoro-2,4-dioxo-3-phenethyl-3,4-dihydroquinazolin-1(2H)-yl)methyl)-N-hydroxybenzoamide